thioglucuronic acid O=C[C@H](O)[C@@H](O)[C@H](O)[C@H](O)C(=S)O